methyl-(6-chloro-3-nitropyridin-2-yl)-3-oxopropanoate CC(C(=O)[O-])(C=O)C1=NC(=CC=C1[N+](=O)[O-])Cl